rac-3-(benzyloxy)propane-1,2-diol C(C1=CC=CC=C1)OC[C@@H](CO)O |r|